FC1=CC=C(C=C1)NCC=1N=NN(C1)C1=C(SC=C1)C(=O)N [4-[[(4-fluorophenyl)amino]methyl]-1H-1,2,3-triazol-1-yl]thiophene-2-carboxamide